OC1=C(N=C(C2=CC(=CC=C12)OC1=CC=2CCCCC2C=C1)OC)C(=O)NCC(=O)O (4-hydroxy-1-methoxy-7-((5,6,7,8-tetrahydronaphthalen-2-yl)oxy)isoquinoline-3-carbonyl)glycine